ClC1=CC=C(C2=CN(N=C12)C)C1=CC(=C(CN2C(C3=NC=CC=C3C2=O)([2H])[2H])C(=C1)F)C1CC1 6-(4-(7-chloro-2-methyl-2H-indazol-4-yl)-2-cyclopropyl-6-fluorobenzyl)-6,7-dihydro-5H-pyrrolo[3,4-b]pyridin-5-one-7,7-d2